C(C)(C)(C)OC(N[C@@H]1C(NCCCC1)=O)=O (S)-(2-oxoazepan-3-yl)carbamic acid tert-butyl ester